N-(3-(4-amino-2-fluorophenyl)-1-methyl-1H-pyrazol-5-yl)-4,4-difluorocyclohexane-1-carboxamide NC1=CC(=C(C=C1)C1=NN(C(=C1)NC(=O)C1CCC(CC1)(F)F)C)F